7-methyl-1H-pyrrolo[3,2-c]pyridine CC=1C2=C(C=NC1)C=CN2